C(=O)C1=C(OCC=2C(=NC=CC2)C=2C=C(OC2)C=O)C=CC=C1O 4-{3-[(2-formyl-3-hydroxyphenoxy)methyl]pyridin-2-yl}furan-2-carbaldehyde